The molecule is a hexadecanoate ester obtained by the formal condensation of carboxy group of hexadecaoic acid with one of the hydroxy groups of ethylene glycol It has a role as a Brassica napus metabolite. It is a hexadecanoate ester and a primary alcohol. It derives from an ethylene glycol. CCCCCCCCCCCCCCCC(=O)OCCO